ClC1=C(C(=CC=C1)F)N1CCC(CC1)N1C(N(C=2C([C@H]1C)=CN(N2)C2CC2)CC2=C(C=CC=C2)C2CC2)=O |o1:19| (R)- or (S)-5-[1-(2-Chloro-6-fluorophenyl)-piperidin-4-yl]-2-cyclopropyl-7-(2-cyclopropyl-benzyl)-4-methyl-2,4,5,7-tetrahydro-pyrazolo[3,4-d]pyrimidin-6-one